3-(5-((4-((4-isopropylpiperidin-1-yl)methyl)benzyl)amino)-4-oxoquinazolin-3(4H)-yl)piperidine-2,6-dione C(C)(C)C1CCN(CC1)CC1=CC=C(CNC2=C3C(N(C=NC3=CC=C2)C2C(NC(CC2)=O)=O)=O)C=C1